5-chloro-3-hydroxybenzaldehyde ClC=1C=C(C=C(C=O)C1)O